1-((1R,4r)-4-(((2-(4-isopropylpiperidin-1-yl)pyrimidin-5-yl)amino)methyl)cyclohexyl)urea C(C)(C)C1CCN(CC1)C1=NC=C(C=N1)NCC1CCC(CC1)NC(=O)N